FC1=C(C(=C(C=C1F)F)F)SC=1N([C@H]2[C@H](OC)[C@H](O)[C@@H](CO)O2)C=2N=CN=C(C2N1)N 8-(2,3,5,6-tetrafluoro-phenylthio)-2'-O-methyladenosine